C(#N)C(C(=O)OC[SiH2]C=C(C)C)=C dimethylvinylsilylmethyl α-cyanoacrylate